5-Hexenyltriethoxysilane C(CCCC=C)[Si](OCC)(OCC)OCC